1-((3-Cyclopropylpyridin-2-yl)methyl)-7-methyl-3-((1r,4r)-4-(4-(trifluoromethyl)pyridin-3-yl)cyclohexyl)-1,8-naphthyridin-2(1H)-one C1(CC1)C=1C(=NC=CC1)CN1C(C(=CC2=CC=C(N=C12)C)C1CCC(CC1)C=1C=NC=CC1C(F)(F)F)=O